6-bromo-4-[2-[tert-butyl(dimethyl)silyl]oxy-1-(5-fluoro-2-pyridyl)-ethoxy]pyrazolo[1,5-a]pyridine-3-carbonitrile BrC=1C=C(C=2N(C1)N=CC2C#N)OC(CO[Si](C)(C)C(C)(C)C)C2=NC=C(C=C2)F